C[C@@H]1CN=C2N1C1=CC=C(C=C1C(N2CC#C)=O)S(=O)(=O)NC2(CC2)C (R)-1-methyl-N-(1-methylcyclopropyl)-5-oxo-4-(prop-2-yn-1-yl)-1,2,4,5-tetrahydroimidazo[1,2-a]quinazoline-7-sulfonamide